1-(4-cyclopropoxyphenyl)ethan-1-ol methyl-3-methoxy-4-(methylamino)-5-nitro-benzoate CC1=C(C(=O)OC(C)C2=CC=C(C=C2)OC2CC2)C=C(C(=C1OC)NC)[N+](=O)[O-]